4-{[4-(Benzylamino)phenyl](4-methylphenyl)methyl}aniline C(C1=CC=CC=C1)NC1=CC=C(C=C1)C(C1=CC=C(N)C=C1)C1=CC=C(C=C1)C